(R)-2-amino-N-methyl-2-(3-nitrophenyl)propane-1-sulfonamide tert-Butyl-((S)-4-diazo-3-oxo-1-((S)-2-oxopyrrolidin-3-yl)butan-2-yl)carbamate C(C)(C)(C)N(C(O)=O)[C@@H](C[C@H]1C(NCC1)=O)C(C=[N+]=[N-])=O.N[C@](CS(=O)(=O)NC)(C)C1=CC(=CC=C1)[N+](=O)[O-]